CC1=NSC(=N1)N1C(N(C2=C1C=CC=C2)CC#N)=O 2-[3-(3-methyl-1,2,4-thiadiazol-5-yl)-2-oxo-benzoimidazol-1-yl]acetonitrile